2-(difluoromethyl)-3,4,5,6-tetrafluoro-N-(3-fluoro-4-methoxyphenyl)-N-(4-methoxybenzyl)benzenesulfonamide 5-methylcytidine-5'-triphosphate P(O)(=O)(OP(=O)(O)OP(=O)(O)O)OC[C@@H]1[C@H]([C@H]([C@@H](O1)N1C(=O)N=C(N)C(=C1)C)O)O.FC(C1=C(C(=C(C(=C1F)F)F)F)S(=O)(=O)N(CC1=CC=C(C=C1)OC)C1=CC(=C(C=C1)OC)F)F